N(=C=O)CCCCCCN1C(N(C(N(C1=O)CCCCCCN=C=O)=O)CCCCCCN=C=O)=O 1,3,5-tris(6-isocyanatohexyl)1,3,5-triazine-2,4,6(1H,3H,5H)-trione